BrC=1C=C(C=NC1)S(=O)(=O)N1CCOCC1 4-(5-bromopyridine-3-ylsulfonyl)morpholine